[Pd](Cl)Cl.C(C1=CC=CC=C1)#N.C(C1=CC=CC=C1)#N bis(benzonitrile) palladium (II) dichloride